OC1=C(C(=O)OCCCCCCOC2=CC=C(C=C2)C2=CC=C(C=C2)C#N)C=C(C=C1)O 6-[4-(4-cyanophenyl)phenoxy]hexyl 2,5-dihydroxybenzoate